O(C1=CC=CC=C1)C1=C(C(=C(C=C1)NC(=O)C=1N=C(SC1)C1=CN=NC=C1)C=1CCNCC1)C(F)(F)F N-[4-phenoxy-2-(1,2,3,6-tetrahydropyridin-4-yl)-3-(trifluoromethyl)phenyl]-2-(pyridazin-4-yl)-1,3-thiazole-4-carboxamide